C(#N)C=1C=NN2C1C(=CC(=C2)C=2C=NN(C2)C)C=2C=CC(=NC2)N2CC1N(C(C2)C1)C(=O)OC(C)(C)C tert-butyl 3-(5-(3-cyano-6-(1-methyl-1H-pyrazol-4-yl) pyrazolo[1,5-a]pyridin-4-yl) pyridin-2-yl)-3,6-diazabicyclo[3.1.1]heptane-6-carboxylate